NCCC1=CN=C2N1C=C(C=C2)C2=C(OCCC=1C(=NN(C1C)C)C(C)(C)O)C=C(C=C2)F 2-(4-(2-(2-(3-(2-aminoethyl)imidazo[1,2-a]pyridine-6-yl)-5-fluorophenoxy)ethyl)-1,5-dimethyl-1H-pyrazol-3-yl)propan-2-ol